8-bromo-4-methylisoquinolin-3-ol BrC=1C=CC=C2C(=C(N=CC12)O)C